(6-hydroxy-10-(4-phenylpiperidin-1-yl)-[1,2,4]triazolo[5,1-a]isoquinoline-5-carbonyl)glycine OC1=C(N2C(C3=C(C=CC=C13)N1CCC(CC1)C1=CC=CC=C1)=NC=N2)C(=O)NCC(=O)O